3-[3-(4-piperidinyl)phenyl]piperidine-2,6-dione N1CCC(CC1)C=1C=C(C=CC1)C1C(NC(CC1)=O)=O